ClC1=CC=2CN(CCC(C2S1)(C)C)C1=CC(=C(C(=C1)C)NC(CC(C)(C)C)=O)C N-(4-(2-chloro-8,8-dimethyl-4,6,7,8-tetrahydro-5H-thieno[3,2-c]azepin-5-yl)-2,6-dimethylphenyl)-3,3-dimethylbutyramide